FC=1C=C(C=CC1F)S(=O)(=O)N1[C@@H]([C@@H]2CC[C@H](C1)N2C(=O)OCCOC)C(=O)OCC 2-ethyl 8-(2-methoxy ethyl) (1S,2S,5R)-3-((3,4-difluorophenyl)sulfonyl)-3,8-diazabicyclo[3.2.1]octane-2,8-dicarboxylate